ClC=1C=C2C(C(=O)OC(N2)=O)=CC1 4-chloroisatoic anhydride